C(C)(=O)O[C@@H]1C[C@@H]2CC(=CC[C@@]2([C@H]2CC[C@@]3([C@H](CC[C@H]3[C@H]12)C(CCC(=O)O)C)C)C)C1=CC=C(C=C1)N(CC)CC 4-[(5S,7R,8R,9S,10S,13R,14S,17R)-7-acetoxy-3-[4-(diethylamino)phenyl]-10,13-dimethyl-4,5,6,7,8,9,11,12,14,15,16,17-dodecahydro-1H-cyclopenta[a]phenanthren-17-yl]pentanoic acid